[I-].ICC[N+](C)(C)C 2-iodoethyl-trimethyl-ammonium iodide